(R)-methyl 6-(1-(tert-butoxycarbonyl)piperidin-3-yl)-4-chloro-7-fluoro-1H-indole-2-carboxylate C(C)(C)(C)OC(=O)N1C[C@H](CCC1)C1=CC(=C2C=C(NC2=C1F)C(=O)OC)Cl